C(#N)C1CCCCC1 4-Cyanocyclohexan